ClC=1C=C(C=CC1N=NC(C(=O)NC1=C(C=CC=C1)C)C(C)=O)C1=CC(=C(C=C1)N=NC(C(C)=O)C(=O)NC1=C(C=C(C=C1)C)C)Cl 2-[[3,3'-dichloro-4'-[[1-[[(2,4-dimethylphenyl)amino]carbonyl]-2-oxopropyl]azo][1,1'-biphenyl]-4-yl]-azo]-N-(2-methylphenyl)-3-oxo-butanamide